indium aluminum [Al].[In]